C1(CC1)SC=1C=C(C=CC1)N1B(C2=C(C(=N1)C(C)C)C=CC=C2)O 2-[m-(Cyclopropylthio)phenyl]-4-isopropyl-1,2-dihydro-2,3,1-benzodiazaborinin-1-ol